N[C@@H](COC1=CC=C(C=C1)C1=CN=C2N1N=C(C=C2)N[C@H](C)C2=CC(=CC=C2)F)C 3-{4-[(2R)-2-Aminopropoxy]phenyl}-N-[(1R)-1-(3-fluorophenyl)ethyl]imidazo[1,2-b]pyridazin-6-amine